4-(4-azidophenoxy)-N-methylpicolinamide N(=[N+]=[N-])C1=CC=C(OC2=CC(=NC=C2)C(=O)NC)C=C1